4-bromo-5-(4-methoxyphenyl)-2,2'-bithiophene BrC=1C=C(SC1C1=CC=C(C=C1)OC)C=1SC=CC1